CC=1C=C(C=C(C1N1CCN(CC1)C1CCOCC1)C)C=1C=C2C(=NC1)N(C=C2C2=CC=C(C=C2)S(=O)(=NC2CC2)C)S(=O)(=O)CC2=CC=CC=C2 5-(3,5-dimethyl-4-(4-(tetrahydro-2H-pyran-4-yl)piperazin-1-yl)phenyl)-3-(4-(N-cyclopropyl-S-methylsulphonimidoyl)phenyl)-1-toluenesulfonyl-1H-pyrrolo[2,3-b]pyridine